BrC=1C=CC2=C(C1)COC1=NC(=CC=C12)F 8-bromo-3-fluoro-6H-isochromeno[3,4-b]pyridine